COC=1C(=C2C=CNC2=C(C1)C)CN1C(CC2(CC(C2)C#N)CC1)C1=CC=C(C=C1)C(=O)N1CCOCC1 7-((5-methoxy-7-methyl-1H-indol-4-yl)methyl)-6-(4-(morpholine-4-carbonyl)phenyl)-7-azaspiro[3.5]nonane-2-carbonitrile